N-((7-(5-(Difluoromethyl)-1,3,4-Oxadiazol-2-Yl)Imidazo[1,2-a]Pyridin-2-Yl)Methyl)-N-(3-Fluorophenyl)-4-(2,2,2-Trifluoroacetyl)Piperazine-1-Sulfonamide FC(C1=NN=C(O1)C1=CC=2N(C=C1)C=C(N2)CN(S(=O)(=O)N2CCN(CC2)C(C(F)(F)F)=O)C2=CC(=CC=C2)F)F